(6-aminohexyl)phosphonic acid NCCCCCCP(O)(O)=O